FC(C1=CC=C(CN2C=CC3=CC=CC(=C23)C(=O)NC2(CC2)C23CC(C2)(C3)C(=O)O)C=C1)(F)F 3-(1-(1-(4-(trifluoromethyl)benzyl)-1H-indole-7-carboxamido)cyclopropyl)bicyclo[1.1.1]pentane-1-carboxylic Acid